3-((3-((1R,5S,6r)-3-phenyl-3-azabicyclo[3.1.0]hexan-6-yl)-1,2,4-oxadiazol-5-yl)methyl)pyrido[2,3-d]pyrimidin-4(3H)-one C1(=CC=CC=C1)N1C[C@H]2C([C@H]2C1)C1=NOC(=N1)CN1C=NC2=C(C1=O)C=CC=N2